C1OC=2C=C(CCCCCCCCC(=O)[NH-])C=CC2O1 N-(3,4-methylenedioxybenzyl)octanoyl-amide